1-{[(3-Chloro-2-thienyl)carbonyl]amino}cyclopropanecarboxylic acid methyl ester COC(=O)C1(CC1)NC(=O)C=1SC=CC1Cl